5-(2-(3-chloro-4-fluoro-5-((S)-3-methoxypyrrolidin-1-yl)phenyl)cyclopropyl)-2,2'-bipyrimidine ClC=1C=C(C=C(C1F)N1C[C@H](CC1)OC)C1C(C1)C=1C=NC(=NC1)C1=NC=CC=N1